2-(1,3,5-Triazin-2-yl)aniline N1=C(N=CN=C1)C1=C(N)C=CC=C1